C[C@H]1CN(CCC1)C1CCN(CC1)C(=O)C1=CN=C(S1)NC(C)C1=NC=CC=C1 [(3R)-3-Methyl[1,4'-bipiperidine]-1'-yl](2-{[1-(pyridin-2-yl)ethyl]amino}-1,3-thiazol-5-yl)methanone